9,9-difluoro-N-(2-((2S,4R)-2-(hydroxymethyl)-4-(pyridin-3-yl)pyrrolidin-1-yl)-2-oxoethyl)-9H-fluorene-3-carboxamide FC1(C2=CC=CC=C2C=2C=C(C=CC12)C(=O)NCC(=O)N1[C@@H](C[C@@H](C1)C=1C=NC=CC1)CO)F